3,3,4,4-tetrafluoro-1,2-bis(1,1,1,3,3,4,4,5,5,6,6,6-dodecafluoro-2-(trifluoromethyl)hex-2-yl)cyclobut-1-ene FC1(C(=C(C1(F)F)C(C(F)(F)F)(C(C(C(C(F)(F)F)(F)F)(F)F)(F)F)C(F)(F)F)C(C(F)(F)F)(C(C(C(C(F)(F)F)(F)F)(F)F)(F)F)C(F)(F)F)F